6-((5-fluoropyridin-2-yl)amino)-N-(methyl-d3)-4-((2-methyl-2,4-dihydrochromeno[4,3-c]pyrazol-6-yl)amino)pyridazine-3-carboxamide FC=1C=CC(=NC1)NC1=CC(=C(N=N1)C(=O)NC([2H])([2H])[2H])NC1=CC=CC2=C1OCC=1C2=NN(C1)C